Benzyl (S)-4-{[(benzyloxy)carbonyl]amino}-5-{[6-({2-[(α-L-fucopyranosyl)oxy]ethyl} amino)-6-oxohexyl]amino}-5-oxopentanoate C(C1=CC=CC=C1)OC(=O)N[C@@H](CCC(=O)OCC1=CC=CC=C1)C(=O)NCCCCCC(=O)NCCO[C@H]1[C@@H](O)[C@H](O)[C@H](O)[C@@H](O1)C